ClC=1C(=C(OC2=C(N=NN2)C(=O)O)C=CC1C#CS(=O)(=O)C1CCN(CC1)C)F 5-(3-chloro-2-fluoro-4-(((1-methylpiperidin-4-yl)sulfonyl)ethynyl)phenoxy)-1H-1,2,3-triazole-4-carboxylic acid